ClC=1C=C(C=CC1C)NC(=O)NCC1=CC2=C(C(N(C2)[C@@H]2C(NC(CC2)=O)=O)=O)S1 (S)-1-(3-chloro-4-methylphenyl)-3-((5-(2,6-dioxopiperidin-3-yl)-6-oxo-5,6-dihydro-4H-thieno[2,3-c]pyrrol-2-yl)methyl)urea